O-methyl cyclohexanecarbothioate C1(CCCCC1)C(OC)=S